3-(1-methyl-1H-pyrazol-3-yl)-2-(2,2,2-trifluoroethoxy)aniline CN1N=C(C=C1)C=1C(=C(N)C=CC1)OCC(F)(F)F